(1R,3R,5S)-8-oxabicyclo[3.2.1]octan-3-ol [C@H]12CC(C[C@H](CC1)O2)O